OC(=O)C1(C2C=CC(C1)C2)CC(=O)OC2=C(C=CC=C2)C2=CC=CC=C2 2-hydroxycarbonyl-2-biphenylyloxycarbonylmethylbicyclo[2.2.1]Hept-5-ene